C(C1=CC=CC=C1)OC(=O)N1CC(C1)C(=O)N[C@@H](CNC(CCCCC1=CC=C2CCCN(C2=N1)C(=O)OC(C)(C)C)=O)C(=O)OC(C)(C)C tert-Butyl (S)-7-(5-((2-(1-((benzyloxy)carbonyl)azetidine-3-carboxamido)-3-(tert-butoxy)-3-oxopropyl)amino)-5-oxopentyl)-3,4-dihydro-1,8-naphthyridine-1(2H)-carboxylate